tert-butyl ((S)-1-(((S)-1-cyclohexyl-2-((R)-2-(4-(3-hydroxybenzoyl)thiazol-2-yl)pyrrolidin-1-yl)-2-oxoethyl)amino)-1-oxopropan-2-yl)(methyl)carbamate C1(CCCCC1)[C@@H](C(=O)N1[C@H](CCC1)C=1SC=C(N1)C(C1=CC(=CC=C1)O)=O)NC([C@H](C)N(C(OC(C)(C)C)=O)C)=O